3-(benzo[d][1,3]dioxol-4-yl)-5-(1-isopropyl-1H-indol-5-yl)-1,2,4-oxadiazole O1COC2=C1C=CC=C2C2=NOC(=N2)C=2C=C1C=CN(C1=CC2)C(C)C